tetramethyl-1,8-nonanediamine CC(C(N)(C)C)(CCCCCC(C)N)C